1-(2-(trifluoromethoxy)ethyl)-1H-pyrazole-4-carboxylic acid FC(OCCN1N=CC(=C1)C(=O)O)(F)F